N-[(1S)-1-[5-(tert-butoxycarbonylamino)-2-(5-cyano-2-pyridinyl)-1,2,4-triazol-3-yl]ethyl]carbamic acid tert-butyl ester C(C)(C)(C)OC(N[C@@H](C)C=1N(N=C(N1)NC(=O)OC(C)(C)C)C1=NC=C(C=C1)C#N)=O